OC(C(C(=O)N)NC(C(F)(F)F)=O)C 3-hydroxy-2-(2,2,2-trifluoroacetylamino)butanamide